6-bromo-3-trifluoromethyl-1,3-dihydroisobenzofuran BrC1=CC=C2C(OCC2=C1)C(F)(F)F